N-((1R,2R)-2-ethoxycyclobutyl)-7-(methylamino)-5-((2-carbonyl-1-(1H-pyrrol-1-yl)-1,2-dihydropyridin-3-yl)amino)pyrazolo[1,5-a]pyrimidine-3-carboxamide C(C)O[C@H]1[C@@H](CC1)NC(=O)C=1C=NN2C1N=C(C=C2NC)NC=2C(N(C=CC2)N2C=CC=C2)=C=O